ClC1=CC=C(C=C1)C1=N[C@H](C=2N(C3=C1C(=C(S3)C)C)C(=NN2)C)CC(=O)NCCOCCOCCNC(OC(C)(C)C)=O tert-Butyl (2-(2-(2-(2-((6S)-4-(4-chlorophenyl)-2,3,9-trimethyl-6H-thieno[3,2-f][1,2,4]triazolo[4,3-a][1,4]diazepin-6-yl)acetamido)ethoxy)ethoxy)ethyl)carbamate